ClC1=C2C(N(C=NC2=CC=C1OC1=C(C(=CC=C1F)NS(N(C)CC)(=O)=O)C#N)[C@@H]1CCC2(C1)CCN(CC2)C(=O)OC(C)(C)C)=O tertbutyl (3R)-3-[5-chloro 6-[2-cyano 3-[[ethyl(methyl)sulfamoyl]amino]-6-fluoro-phenoxy]-4-oxo-quinazolin-3-yl]-8-azaspiro[4.5]decane-8-carboxylate